N1(CCOCC1)C1=CC=C(C=N1)NC1=NC2=C(C=CC=C2C(=N1)N)C1=NC=CC=C1 N2-(6-morpholinylpyridin-3-yl)-8-(pyridin-2-yl)quinazoline-2,4-diamine